C(N)(=O)C1(CCC1)NC(=O)C=1N(N=C2C=CC(=CC12)OCC1=CC=NN1C)C N-(1-carbamoyl-cyclobutyl)-2-methyl-5-[(1-methyl-1H-pyrazol-5-yl)methoxy]-2H-indazole-3-carboxamide